CN(C(OC(C)(C)C)=O)C1CN(CCC1)C1=C2C(=NC=C1)N(C=C2C=2C=NC=NC2)COCC[Si](C)(C)C tert-butyl N-methyl-N-[1-[3-pyrimidin-5-yl-1-(2-trimethylsilylethoxymethyl) pyrrolo[2,3-b]pyridin-4-yl]-3-piperidyl]carbamate